N-[(2S)-6-[(3S,4S)-3-amino-4-methoxypyrrolidin-1-yl]-1,2,3,4-tetrahydronaphthalen-2-yl]-1-ethyl-1H-pyrrolo[2,3-b]pyridine-5-carboxamide N[C@H]1CN(C[C@@H]1OC)C=1C=C2CC[C@@H](CC2=CC1)NC(=O)C=1C=C2C(=NC1)N(C=C2)CC